O=C([C@H](CC1=CC=CC=C1)NC(OCC1=CC=CC=C1)=O)N[C@H](/C=C/C1=NC=CC=N1)CCC1=CC=CC=C1 Benzyl ((S)-1-Oxo-3-phenyl-1-(((S,E)-5-phenyl-1-(pyrimidin-2-yl)-pent-1-en-3-yl)amino)propan-2-yl)carbamate